N-(2,4-dimethoxybenzyl)-5-((tetrahydro-2H-pyran-4-yl)oxy)pyridin-2-amine COC1=C(CNC2=NC=C(C=C2)OC2CCOCC2)C=CC(=C1)OC